C(CCC)(=O)OC(C)CCC 2-PENTYL BUTYRATE